NC1=C(C=C(OC2=CC=NC3=CC(=C(C=C23)C(=O)N)OC)C=C1)Cl 4-(4-amino-3-chlorophenoxy)-7-methoxyquinoline-6-formamide